2-(3,5-dibromophenyl)-1,3-benzoxazole-6-carboxylic acid BrC=1C=C(C=C(C1)Br)C=1OC2=C(N1)C=CC(=C2)C(=O)O